9-((4-Chloro-3-nitrophenyl)sulfonyl)-1,2,3,9-tetrahydro-4H-carbazol-4-one ClC1=C(C=C(C=C1)S(=O)(=O)N1C2=CC=CC=C2C=2C(CCCC12)=O)[N+](=O)[O-]